(R or S)-1-(1-(2-(4-(2-hydroxypropan-2-yl)-2-azabicyclo[2.1.1]hexan-2-yl)-6-methylpyridin-4-yl)-1H-indazol-6-yl)spiro[2.2]pentane-1-carbonitrile OC(C)(C)C12CN(C(C1)C2)C2=NC(=CC(=C2)N2N=CC1=CC=C(C=C21)[C@]2(CC21CC1)C#N)C |o1:25|